ethyl (S)-1-((3-(2-(4-chlorophenyl)-2-hydroxyethyl)-1,2,4-oxadiazol-5-yl)methyl)-5-methyl-6-oxo-1,6-dihydropyridazine-4-carboxylate ClC1=CC=C(C=C1)[C@H](CC1=NOC(=N1)CN1N=CC(=C(C1=O)C)C(=O)OCC)O